(1R,3R,5R)-N-((R)-cyclopropyl(2,5-difluoro-4-(trifluoromethyl)phenyl)methyl)-2-((2-methyl-4-pyridinyl)carbonyl)-2-azabicyclo[3.1.0]hexane-3-carboxamide C1(CC1)[C@@H](NC(=O)[C@@H]1N([C@@H]2C[C@@H]2C1)C(=O)C1=CC(=NC=C1)C)C1=C(C=C(C(=C1)F)C(F)(F)F)F